5-ethyl-6-fluoro-4-(8-fluoro-2-(((2R,7aS)-2-fluorohexahydro-1H-pyrrolizin-7a-yl)methoxy)-4-(3-(hydroxymethyl)piperidin-1-yl)pyrido[4,3-d]pyrimidin-7-yl)naphthalen-2-ol C(C)C1=C2C(=CC(=CC2=CC=C1F)O)C1=C(C=2N=C(N=C(C2C=N1)N1CC(CCC1)CO)OC[C@]12CCCN2C[C@@H](C1)F)F